N-(4-(4-(((tetrahydro-2H-pyran-2-yl)oxy)methyl)-1H-1,2,3-triazol-1-yl)benzyl)methacrylamide O1C(CCCC1)OCC=1N=NN(C1)C1=CC=C(CNC(C(=C)C)=O)C=C1